FC1(CCN(CC1)C=1C=C(C=C(C1)C)NC(C1=C(N=C(C=C1)NS(=O)(=O)[C@@H](CO)C)N1CCC2(CC2)CC1)=O)F (R)-N-(3-(4,4-Difluoropiperidin-1-yl)-5-methylphenyl)-6-((2-hydroxy-1-methylethyl)sulfonamido)-2-(6-azaspiro[2.5]octan-6-yl)nicotinamide